ClC=1C=CC=2C(=C3N(C2C1C=1C(=NN(C1C)C)C)C(CN(C3=O)C=3N(C1=CC=C(C=C1C3)C(=O)O)C)C)CCCOC3=CC(=C(C(=C3)C)Cl)C 7-chloro-10-(3-(4-chloro-3,5-dimethylphenoxy)propyl)-4-methyl-1-oxo-6-(1,3,5-trimethyl-1H-pyrazol-4-yl)-3,4-dihydropyrazino[1,2-a]indol-2(1H)-yl-1-methyl-1H-indole-5-carboxylic acid